ClC1=C(C=C(C=N1)N)C(F)(F)F 6-chloro-5-(trifluoromethyl)pyridin-3-amine